2-(3-bromo-2,6-dimethylpyridin-4-yl)-3-isopropyl-5-(piperidin-4-yl)-1H-indole BrC=1C(=NC(=CC1C=1NC2=CC=C(C=C2C1C(C)C)C1CCNCC1)C)C